(5S,8S,11S)-11-benzyl-1-(9H-fluoren-9-yl)-8-(3-methoxy-3-oxopropyl)-3,6,9-trioxo-5-(4-((E)-3-(pyridin-3-yl)acrylamido)butyl)-2-oxa-4,7,10-triazadodecane-12-oic acid tert-butyl ester C(C)(C)(C)OC([C@@H](NC([C@@H](NC([C@@H](NC(OCC1C2=CC=CC=C2C=2C=CC=CC12)=O)CCCCNC(\C=C\C=1C=NC=CC1)=O)=O)CCC(=O)OC)=O)CC1=CC=CC=C1)=O